C(=O)(OCC1C2=CC=CC=C2C2=CC=CC=C12)N[C@@H](CC1=CC2=CC=CC=C2C=C1)C(=O)O FMOC-3-(2-naphthyl)-L-alanine